NC=1C=C(C=C(C1)C(F)(F)F)[C@@H](C)NC=1C2=C(N=C(N1)OCCO)C=NC(=C2)N2CCCC2 (R)-2-((4-((1-(3-amino-5-(trifluoromethyl)phenyl)ethyl)amino)-6-(pyrrolidin-1-yl)pyrido[3,4-d]pyrimidin-2-yl)oxy)ethan-1-ol